ClC1=CC=C(CN2C3(CN(C3)C3=NC=CC=C3)C(N(CC2=O)C(C)C)=O)C=C1 5-(4-chlorobenzyl)-8-isopropyl-2-(pyridin-2-yl)-2,5,8-triazaspiro[3.5]-nonane-6,9-dione